Methyl (Z)-3-(2-hydroxyethyl)-4-methyl-2-pentenoate OCC/C(=C/C(=O)OC)/C(C)C